[Ni](Cl)Cl nickel dichloride